FC1=C(C(=CC=C1)C)C1CCC(CC1)C1=CC=2C(=NC=C(N2)C)NC1=O 7-(4-(2-fluoro-6-methylphenyl)cyclohexyl)-2-methylpyrido[2,3-b]pyrazin-6(5H)-one